S1C=CC2=C1C=CC=C2N2CCN(CC2)CCCCO 4-(4-(benzothiophene-4-yl)piperazin-1-yl)butan-1-ol